ethyl 5-fluoro-3-(2-formyl-5-methoxyphenyl)-1H-indole-2-carboxylate FC=1C=C2C(=C(NC2=CC1)C(=O)OCC)C1=C(C=CC(=C1)OC)C=O